decenediphosphonic acid tert-butyl-2-{[5-chloro-6-(methanesulfonylmethyl)pyridin-3-yl]amino}-5H,6H,7H,8H-pyrido[3,4-d]pyrimidine-7-carboxylate C(C)(C)(C)OC(=O)N1CC=2N=C(N=CC2CC1)NC=1C=NC(=C(C1)Cl)CS(=O)(=O)C.C(=CCCCCCCCCP(O)(=O)O)P(O)(=O)O